cyclopropyl methyl ketone CC(=O)C1CC1